1'-[2-(4-methanesulfonyl-phenoxy)ethyl]-1-(2-methoxyethyl)-2-oxo-1,2-dihydrospiro[indole-3,4'-piperidine]-5-carbonitrile CS(=O)(=O)C1=CC=C(OCCN2CCC3(CC2)C(N(C2=CC=C(C=C23)C#N)CCOC)=O)C=C1